(±)-2-(2-(7-(3-(aminomethyl)phenyl)-4-fluorobenzofuran-5-yl)-4-methyl-3,4-dihydro-2H-Benzo[b][1,4]oxazin-8-yl)acetic acid NCC=1C=C(C=CC1)C1=CC(=C(C=2C=COC21)F)[C@@H]2CN(C1=C(O2)C(=CC=C1)CC(=O)O)C |r|